[Si](C)(C)(C(C)(C)C)OC1=CC=C(C=C1)B(O)O 4-(tert-butyldimethylsilyloxy)-phenylboronic acid